C1(=CC=CC=C1)C(C1=CC=CC=C1)=NC1=NC=CC=C1CCOC 2-[(diphenylmethylene)amino]-3-(2-methoxyethyl)pyridine